11-((6-methylpyridin-2-yl)methyl)-1,4,8,11-tetraazacyclotetradecane CC1=CC=CC(=N1)CN1CCNCCCNCCNCCC1